dimethyl-hexynol CC(C#CO)(CCC)C